methyl 3-(2-chloropyrrolo[2,3-d]pyrimidin-7-yl)propanoate ClC=1N=CC2=C(N1)N(C=C2)CCC(=O)OC